4-(((S)-1-(4-((7-((R)-2,2-difluoro-1-methoxyethyl)-2-methylthiazolo[5,4-b]pyridin-6-yl)amino)phenyl)-2,2-difluoroethyl)(methyl)carbamoyl)piperidine-1-carboxylic acid tert-butyl ester C(C)(C)(C)OC(=O)N1CCC(CC1)C(N(C)[C@H](C(F)F)C1=CC=C(C=C1)NC=1C(=C2C(=NC1)SC(=N2)C)[C@H](C(F)F)OC)=O